(2-((3-fluoro-4-(methylsulfonyl)phenyl)amino)-4-(2-methylpyridin-4-yl)thiazol-5-yl)methanol FC=1C=C(C=CC1S(=O)(=O)C)NC=1SC(=C(N1)C1=CC(=NC=C1)C)CO